perfluoro-n-tetradecyl-sulfonic acid FC(C(C(C(C(C(C(C(C(C(C(C(C(C(F)(F)F)(F)F)(F)F)(F)F)(F)F)(F)F)(F)F)(F)F)(F)F)(F)F)(F)F)(F)F)(F)F)(S(=O)(=O)O)F